(S)-2-cyclopropyl-1-(3-fluoro-4-((methoxymethyloxy)methyl)phenyl)-N-((S)-1-phenylethyl)ethan-1-amine C1(CC1)C[C@H](N[C@@H](C)C1=CC=CC=C1)C1=CC(=C(C=C1)COCOC)F